2-(1-Adamantyl)-N-[2-(tetrahydropyran-2-ylmethyl)-1H-benzimidazol-5-yl]acetamide C12(CC3CC(CC(C1)C3)C2)CC(=O)NC2=CC3=C(NC(=N3)CC3OCCCC3)C=C2